N-(6-(4-((1R,3S,4S)-2-azabicyclo[2.2.1]heptan-3-yl)-1H-imidazol-1-yl)-5-fluoropyridin-3-yl)-2-(5-methyl-3-(trifluoromethyl)-1H-pyrazol-1-yl)acetamide [C@@H]12N[C@@H]([C@@H](CC1)C2)C=2N=CN(C2)C2=C(C=C(C=N2)NC(CN2N=C(C=C2C)C(F)(F)F)=O)F